NC1=NN(C=2CN(CCC21)S(=O)(=O)C)C(=O)C2C=1C=C(NC1CCC2)Cl (3-amino-6-(methylsulfonyl)-4,5,6,7-tetrahydro-pyrazolo[3,4-c]pyridin-1-yl)(2-chloro-4,5,6,7-tetrahydro-1H-indol-4-yl)methanone